ClC1=NC=C(C=C1)CC1N=C2N(C=CC=C2[N+](=O)[O-])C1 ((2-chloropyridin-5-yl)methyl)-8-nitro-2,3-dihydro-imidazo[1,2-a]pyridin